(2S)-2-[4-[(E)-3-(3-Hydroxy-4-methoxyphenyl)prop-2-enoyl]phenoxy]propanoic acid OC=1C=C(C=CC1OC)/C=C/C(=O)C1=CC=C(O[C@H](C(=O)O)C)C=C1